5-Methyl-cytosine CC=1C(=NC(NC1)=O)N